N1CCC(CC1)C=1C=C(C=CC1)N1CNCC=C1 1-(3-(piperidin-4-yl)phenyl)dihydropyrimidine